tert-butyl 4-(5-amino-3-fluoro-2-pyridyl)piperazine-1-carboxylate NC=1C=C(C(=NC1)N1CCN(CC1)C(=O)OC(C)(C)C)F